COC([C@H](N)CO[Si](C)(C)C(C)(C)C)=O O-(t-butyldimethylsilyl)-D-serine methyl ester